6-[[5-fluoro-3-(2,2,2-trifluoroethoxy)-2-pyridyl]oxy]-1,7-dimethyl-N-(4-methyl-1,1-dioxo-thian-4-yl)imidazo[4,5-b]pyridine-2-carboxamide FC=1C=C(C(=NC1)OC=1C(=C2C(=NC1)N=C(N2C)C(=O)NC2(CCS(CC2)(=O)=O)C)C)OCC(F)(F)F